C1(=CC=CC=C1)N1C2=CC=CC=C2C=2C=C3C(=CC12)NC=1C=CC=CC13 5-phenyl-5,7-dihydroindolo[2,3-b]carbazole